tert-butyl 4-bromo-3,3-bis(hydroxymethyl)-2-oxo-2,3-dihydro-1H-indole-1-carboxylate BrC1=C2C(C(N(C2=CC=C1)C(=O)OC(C)(C)C)=O)(CO)CO